C(C)(C)(C)OC(NCC1=CC(=CC=C1)N1N=C(C=C1C(NC1=C(C=CC(=C1)C(CCC1CC1)(C1=CC=NC=C1)N)F)=O)C(F)(F)F)=O tert-butyl-3-(5-(5-(1-amino-3-cyclopropyl-1-(pyridin-4-yl)propyl)-2-fluorophenylcarbamoyl)-3-(trifluoromethyl)-1H-pyrazol-1-yl)benzylcarbamate